N(N)C(=O)C1=CC=C(CNC(C2=CC=CC=C2)=O)C=C1 N-(4-(hydrazinocarbonyl)benzyl)benzamide